ClC1=CC=C(C=C1)CC(=O)N(CCN1CCOCC1)C1=CC2=C(N=C(S2)NC(OC(C)(C)C)=O)C=C1 tert-butyl (6-{2-(4-chlorophenyl)-N-[2-(4-morpholinyl)ethyl]acetamido}benzo[d]thiazol-2-yl)carbamate